C(C)(C)(C)C=1OC2=C(N1)C=C(C=C2)OC 2-(Tert-butyl)-5-methoxybenzo[d]oxazole